Strontium phenol ethyl-(3S)-3-{4,4'-difluoro-2',5,6'-trimethyl-[1,1'-biphenyl]-3-yl}-3-[(2S)-4-methyl-2-({1H,4H,5H,6H,7H-pyrazolo[3,4-c]pyridine-1-carbonyl}amino)pentanamido]propanoate C(C)C(C(=O)OC1=CC=CC=C1)[C@H](NC([C@H](CC(C)C)NC(=O)N1N=CC2=C1CNCC2)=O)C=2C=C(C=C(C2F)C)C2=C(C=C(C=C2C)F)C.[Sr]